(R)-1-(3-(1H-pyrazol-1-yl)azetidin-1-yl)-2-amino-3-(2,4-dichlorophenyl)propan-1-one N1(N=CC=C1)C1CN(C1)C([C@@H](CC1=C(C=C(C=C1)Cl)Cl)N)=O